ethyl 1,4,7,10-tetraazacyclododecane-1,4,7-triacetate N1(CCN(CCN(CCNCC1)CC(=O)[O-])CC(=O)[O-])CC(=O)OCC